CN(C)CCC1=CNC2=C1C=C(C=C2)C[C@H]3COC(=O)N3 The molecule is a member of the class of tryptamines that is N,N-dimethyltryptamine in which the hydrogen at position 5 of the indole ring has been replaced by a [(4S)-2-oxo-1,3-oxazolidin-4-yl]methyl group. A serotonin 5-HT1 B and D receptor agonist, it is used for the treatment of migraine. It has a role as a serotonergic agonist, a vasoconstrictor agent and an anti-inflammatory drug. It is a member of tryptamines and an oxazolidinone. It derives from a N,N-dimethyltryptamine.